5-fluoro-6-(phenylthio)phthalazin-1(2H)-one FC1=C2C=NNC(C2=CC=C1SC1=CC=CC=C1)=O